N-(5-((6-((R)-3-(2,4-difluorophenyl)isoxazolidine-2-yl)pyrimidine-4-yl)amino)-2-(4-(4-isopropylpiperazine-1-yl)piperidine-1-yl)-4-methoxyphenyl)acrylamide FC1=C(C=CC(=C1)F)[C@@H]1N(OCC1)C1=CC(=NC=N1)NC=1C(=CC(=C(C1)NC(C=C)=O)N1CCC(CC1)N1CCN(CC1)C(C)C)OC